C([O-])(O)=O.OCC[N+](C)(C)C (2-Hydroxyethyl)trimethylammonium bicarbonate